tin oxide tin [Sn].[Sn]=O